FC=1C=CC(=NC1C)C1=NNC=C1C=1C=C2C=C(C=NC2=CC1)C=1C=NN(C1)C1CNCCC1 6-[3-(5-fluoro-6-methyl-2-pyridyl)-1H-pyrazol-4-yl]-3-[1-(3-piperidyl)pyrazol-4-yl]quinoline